ClC1=C2C(=NC(=C1)NCC1=C(C=C(C=C1)OC)OC)C(N(C2C2=C(C=CC=C2)C)CC2=C(C=C(C=C2)OC)OC)=O 4-Chloro-6-(2,4-dimethoxybenzyl)-2-((2,4-dimethoxybenzyl)amino)-5-(o-tolyl)-5,6-dihydro-7H-pyrrolo[3,4-b]pyridin-7-one